(R)-6-(2-(ethoxymethoxy)-4-ethynylphenyl)-5-methyl-N-(1-(methyl-d3)piperidin-3-yl)-1,2,4-triazine-3-amine C(C)OCOC1=C(C=CC(=C1)C#C)C1=C(N=C(N=N1)N[C@H]1CN(CCC1)C([2H])([2H])[2H])C